(S)-6-(1-Acetylpiperidin-4-yl)-N-((S)-3-(3,4-dihydroisoquinolin-2(1H)-yl)-2-hydroxypropyl)-5,6,7,8-tetrahydroimidazo[1,2-a]pyridine-2-carboxamide C(C)(=O)N1CCC(CC1)[C@@H]1CCC=2N(C1)C=C(N2)C(=O)NC[C@@H](CN2CC1=CC=CC=C1CC2)O